FC=1C(=NC=C(C1C)C=1N=CC2=CC(=NC=C2C1)NC)C(CC)O 1-(3-fluoro-4-methyl-5-(7-(methylamino)-2,6-naphthyridin-3-yl)pyridin-2-yl)propan-1-ol